2-(2-methyl-1,3-benzoxazol-6-yl)-7-[(3ar,6as)-5-methylhexahydropyrrolo[3,4-c]pyrrol-2(1H)-yl]-4H-pyrido[1,2-a]pyrimidin-4-one CC=1OC2=C(N1)C=CC(=C2)C=2N=C1N(C(C2)=O)C=C(C=C1)N1C[C@@H]2CN(C[C@@H]2C1)C